ClC1=CC=C(C=C1)C#CS(=O)(=O)C(F)(F)F 1-chloro-4-((trifluoromethanesulfonyl)ethynyl)benzene